ClC=1C=C2C(=CNC2=CC1)CCCNS(=O)(=O)C1=CC=C(C=C1)OC1=CC(=CC=C1)N1CCOCC1 N-(3-(5-chloro-1H-indol-3-yl)propyl)-4-(3-morpholinophenoxy)benzenesulfonamide